C1(CCCCC1)CN1C(C=2C=C(C(=NC2C=C1)C)C(=O)OCC)=O ethyl 6-(cyclohexylmethyl)-2-methyl-5-oxo-5,6-dihydro-1,6-naphthyridine-3-carboxylate